C(=O)C1=CC=C(C=N1)NC(OCC1=CC=CC=C1)=O benzyl (6-formylpyridin-3-yl)carbamate